C(C)OC(=O)C=1N=CC2=CN=CC(=C2C1)CC(C)C 5-isobutyl-2,7-naphthyridine-3-carboxylic acid ethyl ester